tert-butyl ((1r,4r)-4-(((2-(5-(4-fluoro-2-(isopropyl(methyl) carbamoyl)phenoxy) pyrimidin-4-yl)-2-azaspiro[3.3]heptan-6-yl)amino)methyl) cyclohexyl)carbamate FC1=CC(=C(OC=2C(=NC=NC2)N2CC3(C2)CC(C3)NCC3CCC(CC3)NC(OC(C)(C)C)=O)C=C1)C(N(C)C(C)C)=O